FC(S(=O)(=O)OC1=CC(=C(C(=C1)C)CC1=C(C=C2C(=N1)C(=CN2S(=O)(=O)CC2=CC=CC=C2)C(C)C)F)C)(F)F 4-((6-fluoro-3-isopropyl-1-toluenesulfonyl-1H-pyrrolo[3,2-b]pyridin-5-yl)methyl)-3,5-dimethylphenyl trifluoromethanesulfonate